tertiary butyl-silane barium distearate C(CCCCCCCCCCCCCCCCC)(=O)[O-].C(CCCCCCCCCCCCCCCCC)(=O)[O-].[Ba+2].C(C)(C)(C)[SiH3]